C1(=CC=CC=C1)NS(=O)(=O)C1=C(C=CC=C1)NCC(=O)O (2-(N-PHENYLSULFAMOYL)PHENYL)GLYCINE